NC=1C2=C(N=C(N1)Cl)N(C=C2)[C@H]2C([C@@]1([C@H](O2)[C@@H](CC1)CC1=CC=C2C=C(C(=NC2=C1)N)F)O)O (2R,3aS,6S,6aR)-2-(4-amino-2-chloro-7H-pyrrolo[2,3-d]pyrimidin-7-yl)-6-[(2-amino-3-fluoroquinolin-7-yl)methyl]hexahydro-3aH-cyclopenta[b]furan-3,3a-diol